FC1=C(C=C(C=C1)C)S(=O)(=O)N1CCC2(CC(CO2)NC[C@@H](COC=2C=C(C=CC2)S(=O)(=O)N(C)C)O)CC1 3-((2S)-3-(8-(2-fluoro-5-methylphenylsulfonyl)-1-oxa-8-azaspiro[4.5]dec-3-ylamino)-2-hydroxypropoxy)-N,N-dimethylbenzenesulfonamide